C1N(CCC2=CC=CC=C12)CCO 2-(3,4-dihydro-1H-isoquinolin-2-yl)ethanol